(2,4-Dimethoxybenzyl)-2-[4-(trifluoromethyl)-1H-Pyrazol-1-yl]Benzenesulfonamide COC1=C(CC=2C(=C(C=CC2)S(=O)(=O)N)N2N=CC(=C2)C(F)(F)F)C=CC(=C1)OC